BrC=1C=C(C=CC1)NC1=NC=NC2=CC(=C(C=C12)OC)OC N-(3-bromophenyl)-6,7-dimethoxy-4-quinazolinamine